3-(3-(2-chloro-3-(methylamino)-phenyl)-1H-pyrazolo[3,4-b]pyrazin-6-yl)-8-azaspiro[4.5]decan-1-amine ClC1=C(C=CC=C1NC)C1=NNC2=NC(=CN=C21)C2CC(C1(C2)CCNCC1)N